C12(CC(C1)C2)N2C(C(N(C=C2)CC=2N=NN(C2)C2=NC=CC=C2)=O)=O 1-(bicyclo[1.1.1]pentan-1-yl)-4-((1-(pyridin-2-yl)-1H-1,2,3-triazol-4-yl)methyl)-1,4-dihydropyrazine-2,3-dione